[4-morpholino-2-[(2E)-2-(m-tolylmethylene)hydrazino]furo[3,2-d]pyrimidin-6-yl]-piperazin-1-yl-methanone O1CCN(CC1)C=1C2=C(N=C(N1)N/N=C/C=1C=C(C=CC1)C)C=C(O2)C(=O)N2CCNCC2